1-(1-cyclobutyl-3-(3,3-difluoro-1-methylcyclobutyl)-4-methyl-1H-pyrazol-5-yl)-3-(2,2,2-trifluoroethyl)urea C1(CCC1)N1N=C(C(=C1NC(=O)NCC(F)(F)F)C)C1(CC(C1)(F)F)C